lauric acid amide propyl-aminoxide C(CC)N[O-].C(CCCCCCCCCCC)(=O)N